ClC=1C=CC=C2C=CC=C(C12)C1=C(C=2N=C(N=C(C2C=N1)N([C@@H]1CNCC1)C)OC[C@H]1N(CCC1)C)F 7-(8-chloro-1-naphthyl)-8-fluoro-N-methyl-2-[[(2S)-1-methylpyrrolidin-2-yl]methoxy]-N-[(3S)-pyrrolidin-3-yl]pyrido[4,3-d]pyrimidin-4-amine